2-methyl-3-{1-[7-(tetrahydro-furo[3,4-c]pyrrol-5-yl)-3,4,8,9b-tetraaza-cyclopenta[a]naphthalen-5-ylamino]-ethyl}-benzonitrile CC1=C(C#N)C=CC=C1C(C)NC1=NC=2N(C3=CN=C(C=C13)N1C=C3C(C1)COC3)C=CN2